C=C1C(C=CC=C1)NC1=CC=CC=C1 MethyleneDiphenylamine